N-(2-(diethylamino)ethyl)-4-(8,9,10,11-tetrahydro-3H-pyrazolo[4,3-a]phenanthridin-7-yl)benzamide C(C)N(CCNC(C1=CC=C(C=C1)C1=NC2=CC=C3C(=C2C=2CCCCC12)C=NN3)=O)CC